2-(5-((4-(2-Hydroxyethyl)piperazin-1-yl)sulfonyl)-2-propoxyphenyl)-5-methyl-7-propyl-3,5-dihydro-4H-pyrrolo[3,2-d]pyrimidin-4-one OCCN1CCN(CC1)S(=O)(=O)C=1C=CC(=C(C1)C=1NC(C2=C(N1)C(=CN2C)CCC)=O)OCCC